COC(=O)C=1SC(=CC1O[C@@H]1CN2CCC1CC2)Cl.C(C)(C)(C)C2=C(C=C(C(=C2)OCCOC)C(C)(C)C)OCCOC 2,5-di-tert-butyl-1,4-bis(2-methoxyethoxy)benzene methyl-(s)-5-chloro-3-(quinuclidin-3-yloxy)thiophene-2-carboxylate